acetic acid (E,Z,Z)-3,8,11-tetradecanetrienyl ester C(C\C=C\CCC\C=C/C\C=C/CC)OC(C)=O